ClC1=C(C=C(C=C1)C1=NC(=NS1)Cl)NCC(=O)N1CCC2=C(C=CC=C12)O 2-((2-chloro-5-(3-chloro-1,2,4-thiadiazol-5-yl)phenyl)amino)-1-(4-hydroxyindolin-1-yl)ethan-1-one